C(#N)C=1C(=NC=2CN(CCC2C1N1CCN(CC1)C(=O)OC(C)(C)C)C1=C(C=CC=C1)OCOC)NC1CCN(CC1)C tert-butyl 4-(3-cyano-7-(2-(methoxymethoxy)phenyl)-2-((1-methylpiperidin-4-yl)amino)-5,6,7,8-tetrahydro-1,7-naphthyridin-4-yl)piperazine-1-carboxylate